CN1N=C(C=C1)C(C)C1=CC=CC=C1 1-methyl-3-(1-phenylethyl)-1H-pyrazole